C1(=CC=CC=C1)CCNC=1N=CC2=C(NC(OC2)=O)N1 7-phenylethylamino-4H-pyrimido[4,5-D][1,3]oxazine-2-one